4-(2-hydroxyethoxy)-3,5-dimethylbenzene OCCOC1=C(C=CC=C1C)C